C12OCC(C(C1)C2)N2C(=NC1=C2C=C(C=C1)C(=O)O)CC1=C(C=C(C(=C1)F)C1=NC(=CC=C1)OCC1=C(C=C(C=C1)C#N)F)F 1-(2-oxabicyclo[3.1.1]heptan-4-yl)-2-(4-(6-((4-cyano-2-fluorobenzyl)oxy)pyridin-2-yl)-2,5-difluorobenzyl)-1H-benzo[d]imidazole-6-carboxylic acid